C(C=1C(C(=O)O)=CC=CC1)(=O)O.C=C1CCC(CC1)=C 1,4-dimethylenecyclohexane phthalate